tert-butyl 4-(5-bromo-6-(2-hydroxyethyl)-2-methoxypyridin-3-yl)piperidine-1-carboxylate BrC=1C=C(C(=NC1CCO)OC)C1CCN(CC1)C(=O)OC(C)(C)C